(S)-3-(Benzyloxy)-5-hydroxy-4-(4-((1-methyl-2-oxopyrrolidin-3-yl)amino)isoindoline-2-carbonyl)benzonitrile C(C1=CC=CC=C1)OC=1C=C(C#N)C=C(C1C(=O)N1CC2=CC=CC(=C2C1)N[C@@H]1C(N(CC1)C)=O)O